ClC1=NC=C2NC(N(C2=N1)CC1=CC=C(C=C1)C=1N=C(OC1C)C(F)(F)F)=N 2-chloro-9-[[4-[5-methyl-2-(trifluoromethyl)oxazol-4-yl]phenyl]methyl]-7H-purin-8-imine